C1(CCCCC1)S(=O)(=O)OC=CC1=CC=C(C=C1)C.[Te] (E)-tellurium (4-methyl styryl) cyclohexanesulfonate